C(CCCCCCCCCCC)SSCSC1(C(C(=O)[O-])C=CC=C1)C 2-[[(dodecyl mercapto) thiomethyl] thio]-2-methylbenzoate